4,4'-dimercapto-alpha-methylstilbene SC1=CC=C(C=C1)C(=CC1=CC=C(C=C1)S)C